N-(triethoxysilylmethyl)aniline C(C)O[Si](OCC)(OCC)CNC1=CC=CC=C1